3-Nitropropyltriethoxysilane [N+](=O)([O-])CCC[Si](OCC)(OCC)OCC